2-amino-N-(2-(7-(4-(4-(benzo[b]thiophen-4-yl)piperazin-1-yl)butoxy)-2-oxoquinolin-1(2H)-yl)-2-oxoethyl)propanamide NC(C(=O)NCC(=O)N1C(C=CC2=CC=C(C=C12)OCCCCN1CCN(CC1)C1=CC=CC=2SC=CC21)=O)C